COC1=C(C(=C(C(=C1)C)C=CC(=CC=CC(=CC)C)C)C)C 9-(4-methoxy-2,3,6-trimethylphenyl)-3,7-dimethyl-2,4,6,8-nonatetraen